FC=1C=C(C=C(C1)F)N1N=NC(=C1)CN1C(O[C@]2(C1)C[C@H](CCC2)CN2C=NC1=C2C=C(C=C1)C#N)=O 1-[((5s,7s)-3-{[1-(3,5-difluorophenyl)-1H-1,2,3-triazol-4-yl]methyl}-2-oxo-1-oxa-3-azaspiro[4.5]decan-7-yl)methyl]-1H-benzimidazole-6-carbonitrile